C(CC(C(=O)O)O)CO 3,4-Dideoxypentonic acid